COC(=O)C1=C(C2=C(O[C@](O2)(C)[C@@H]2CC[C@H](CC2)NC(=O)OC(C)(C)C)C(=C1)Br)C methyl-(R)-7-bromo-2-(trans-4-((tert-butoxycarbonyl)amino)cyclohexyl)-2,4-dimethylbenzo[d][1,3]dioxole-5-carboxylate